3-(((3-(diethylamino)propoxy)carbonyl)oxy)pentadecyl-8,8-dibutoxyoctanoate C(C)N(CCCOC(=O)OC(CCOC(CCCCCCC(OCCCC)OCCCC)=O)CCCCCCCCCCCC)CC